1-amino-1-cyclopentanecarboxylic acid methyl ester COC(=O)C1(CCCC1)N